(4-((5-chloro-4-(1-isopropyl-1H-pyrazol-4-yl)pyrimidin-2-yl)amino)-3-methoxyphenyl)(3-oxa-9-azaspiro[5.5]undecan-9-yl)methanone ClC=1C(=NC(=NC1)NC1=C(C=C(C=C1)C(=O)N1CCC2(CCOCC2)CC1)OC)C=1C=NN(C1)C(C)C